2-(carbamoyloxy)-N,N,N-trimethylethan-1-aminium chloride [Cl-].C(N)(=O)OCC[N+](C)(C)C